tetrazolo[1,5-a]indole N1=NNN2C1=CC=1C=CC=CC21